BrC=1N=C(C=2N(C1)C(=CN2)C(F)F)N2[C@H](CC2)C 6-bromo-3-(difluoromethyl)-8-[(2S)-2-methylazetidin-1-yl]imidazo[1,2-a]pyrazine